[4-[4-(2-dimethylamino-phenyl)-piperidin-1-yl]-2-(1-trifluoromethyl-cyclopentyl)-quinazolin-6-yl]-methyl-(2-morpholin-4-yl-ethyl)-amine CN(C1=C(C=CC=C1)C1CCN(CC1)C1=NC(=NC2=CC=C(C=C12)N(CCN1CCOCC1)C)C1(CCCC1)C(F)(F)F)C